NC=1N=C(C2=C(C(=NN(C2=O)CC2=CC=C(C=C2)CN2CCCC2)C)N1)NCCCC 2-amino-4-(butylamino)-8-methyl-6-(4-(pyrrolidin-1-ylmethyl)benzyl)pyrimido[4,5-d]pyridazin-5(6H)-one